1-(9-phenyl-9H-carbazol-1-yl)ethan-1-one C1(=CC=CC=C1)N1C2=CC=CC=C2C=2C=CC=C(C12)C(C)=O